[Si](C)(C)(C(C)(C)C)OCCCCC1=C(C(=NC=C1)C(C)C)NC(=O)NC(C1=C(N=C(C(=C1)F)Cl)Cl)=O N-((4-(4-((tert-butyldimethylsilyl)oxy)butyl)-2-isopropylpyridin-3-yl)carbamoyl)-2,6-dichloro-5-fluoronicotinamide